C(C)C=1C=CC(=NC1)OCCNC 2-((5-ethylpyridin-2-yl)oxy)-N-methylethan-1-amine